benzyl 5-((1,3-dioxoisoindolin-2-yl) methyl)-4,4-difluoro-3,3-dimethylpiperidine-1-carboxylate O=C1N(C(C2=CC=CC=C12)=O)CC1C(C(CN(C1)C(=O)OCC1=CC=CC=C1)(C)C)(F)F